CC1(C(N(C2=CC(=CC=C12)C1=CC2=C(C(=N1)NC=1C=CC(=C(C(=O)OC)C1)C)N(C=N2)C(C)C)C2CC(C2)N2CCCCC2)=O)C methyl 5-((6-(3,3-dimethyl-2-oxo-1-((1s,3s)-3-(piperidin-1-yl) cyclobutyl) indolin-6-yl)-3-isopropyl-3H-imidazo[4,5-c]pyridin-4-yl) amino)-2-methylbenzoate